C(C)C=1C(NC2=CC=CC=C2N1)=O ethyl-quinoxalinone